ClC1=C(C=C(C=C1)I)CC1=CC=C(O[C@@H]2COCC2)C=C1 (3s)-3-[4-[(2-chloro-5-iodophenyl)methyl]phenoxy]tetrahydro-furan